N-((5-ethynyl-3-methoxythiophen-2-yl)methyl)-2-(9-(pyridin-2-yl)-6-oxaspiro[4.5]decan-9-yl)ethylamine C(#C)C1=CC(=C(S1)CNCCC1(CCOC2(CCCC2)C1)C1=NC=CC=C1)OC